FC(C1=CC=C(C=C1)NC=1SC=C(N1)C(F)(F)F)(F)F N-(4-trifluoromethylphenyl)-4-(trifluoromethyl)thiazol-2-amine